N,N-dimethyl-2-(5-(4,4,5,5-tetramethyl-1,3,2-dioxaborolan-2-yl)benzo[d]thiazol-2-yl)ethanamine CN(CCC=1SC2=C(N1)C=C(C=C2)B2OC(C(O2)(C)C)(C)C)C